CC1=C(C(=CC=C1)C)C1=C2CCN(C2=CC=C1)C(=O)[C@H]1N(CCC1)C#N (S)-2-(4-(2,6-dimethylphenyl)indoline-1-carbonyl)pyrrolidine-1-carbonitrile